1-[(Benzenesulfonyl)oxyl-2-{[(benzenesulfonyl)oxy]methyl}propan-2-yl]pyridine C1(=CC=CC=C1)S(=O)(=O)OCC(C)(COS(=O)(=O)C1=CC=CC=C1)N1CC=CC=C1